4-Amino-1-(6-methoxypyridin-3-yl)-2-oxo-7-(trifluoromethyl)-1,2-dihydroquinoline-3-carboxylic acid methyl ester COC(=O)C=1C(N(C2=CC(=CC=C2C1N)C(F)(F)F)C=1C=NC(=CC1)OC)=O